N-octadecyl-N-methyl-N,N-bis(3-trimethoxysilylpropyl)ammonium bromide [Br-].C(CCCCCCCCCCCCCCCCC)[N+](CCC[Si](OC)(OC)OC)(CCC[Si](OC)(OC)OC)C